tetrakis(2,2,6,6-tetramethyl-4-piperidinyl)-1,2,3,4-butanetetracarboxylate CC1(NC(CC(C1)OC(=O)CC(C(CC(=O)OC1CC(NC(C1)(C)C)(C)C)C(=O)OC1CC(NC(C1)(C)C)(C)C)C(=O)OC1CC(NC(C1)(C)C)(C)C)(C)C)C